4-(2-((adamantan-1-yl)amino)ethyl)-N-(1-(2,6-dioxopiperidin-3-yl)-2-oxo-1,2-dihydrobenzo[cd]indol-6-yl)benzamide C12(CC3CC(CC(C1)C3)C2)NCCC2=CC=C(C(=O)NC=3C=1C4=C(C(N(C4=CC3)C3C(NC(CC3)=O)=O)=O)C=CC1)C=C2